OC1(CC(C1)C(=O)N1CCC2(CC(C2)CC2=CC=C(C=C2)C)CC1)C ((1s,3s)-3-hydroxy-3-methylcyclobutyl)(2-(4-methylbenzyl)-7-azaspiro[3.5]non-7-yl)methanone